(R)-3-((3-amino-4-(difluoromethyl)-1,1,2,2-tetrafluoro-2,3-dihydro-1H-inden-5-yl)oxy)-5-fluorobenzonitrile N[C@H]1C(C(C2=CC=C(C(=C12)C(F)F)OC=1C=C(C#N)C=C(C1)F)(F)F)(F)F